FC1=CC=CC2=C1N=C(O2)[C@H]2N(CCC1=C2N=CN1)C(=O)C=1C=NN2C1C=CC(=C2)OC (S)-(4-(4-fluorobenzo[d]oxazol-2-yl)-6,7-dihydro-1H-imidazo[4,5-c]pyridin-5(4H)-yl)(6-methoxypyrazolo[1,5-a]pyridin-3-yl)methanone